FC1=C(C=CC=C1)CN1N=C(N=C1)C(=O)N[C@@H]1C(N(C=2N(CC1)N=C(C2)CCOCCOC)C)=O 1-[(2-fluorophenyl)methyl]-N-[(6S)-2-[2-(2-methoxyethoxy)ethyl]-4-methyl-5-oxo-7,8-dihydro-6H-pyrazolo[1,5-a][1,3]diazepin-6-yl]-1,2,4-triazole-3-carboxamide